CN1C=NS(C2=C1C=CC(=C2)C2=NC=CN=C2SC2=CC=C(C=C2)C(F)(F)F)(=O)=O 4-Methyl-7-(3-((4-(trifluoromethyl)phenyl)thio)pyrazin-2-yl)-4H-benzo[e][1,2,4]thiadiazine 1,1-dioxide